C(O)(O)=O.BrC1=C(C(=C(C(=C1O)Br)Br)C(C)(C)C1=CC=C(C=C1)O)Br tetrabromobisphenol a carbonate